palladium(II) 5,10,15,20-tetrakis(4-sulfonatophenyl)porphyrin S(=O)(=O)([O-])C1=CC=C(C=C1)C=1C2=CC=C(N2)C(=C2C=CC(C(=C3C=CC(=C(C=4C=CC1N4)C4=CC=C(C=C4)S(=O)(=O)[O-])N3)C3=CC=C(C=C3)S(=O)(=O)[O-])=N2)C2=CC=C(C=C2)S(=O)(=O)[O-].[Pd+2].[Pd+2]